(3S)-1-[(2R)-2-[[4-(2-Chlorophenyl)-7-quinolyl]oxy]propanoyl]piperidin ClC1=C(C=CC=C1)C1=CC=NC2=CC(=CC=C12)O[C@@H](C(=O)N1CCCCC1)C